OC(C\C=C/CCCCCCCC)CCCCCC 12-hydroxy-(9Z)-octadec-9-ene